ClC=1C=C(C=CC1F)NS(=O)(=O)C1=C(C(=C(C=C1)C)F)C N-(3-chloro-4-fluorophenyl)-3-fluoro-2,4-dimethylbenzenesulfonamide